NC=1C(=C(C=CC1)C1=NC=C(C=N1)C(=O)OCC)OC ethyl 2-(3-amino-2-methoxyphenyl)pyrimidine-5-carboxylate